P(=O)(OC[C@@H](COCC)OC(N(C)C)=O)(OCC[N+](C)(C)C)[O-] (R)-2-((dimethylcarbamoyl)oxy)-3-ethoxypropyl (2-(trimethylammonio)ethyl) phosphate